O1CCC(=CC1)C=1C=NC(=NC1)N1CCC(CC1)N1C(C(N(C2=CC(=CC=C12)F)C)=O)=O 1-(1-(5-(3,6-dihydro-2H-pyran-4-yl)pyrimidin-2-yl)piperidin-4-yl)-6-fluoro-4-methyl-1,4-dihydroquinoxaline-2,3-dione